CC1=CC(=CN=N1)NC(O[C@H](C)[C@H](C)OC1=CC2=C(N=C(S2)C2=C3N=CC(=NC3=CC(=C2)C)OC)C=C1F)=O (2R,3S)-3-((5-fluoro-2-(2-methoxy-7-methylquinoxalin-5-yl)benzo[d]thiazol-6-yl)oxy)butan-2-yl (6-methylpyridazin-4-yl)carbamate